3-fluoro-5-methyl-2-(6-(piperidin-3-ylmethyl)pyridazin-3-yl)phenol HCl salt Cl.FC=1C(=C(C=C(C1)C)O)C=1N=NC(=CC1)CC1CNCCC1